1-[(1-methyl-1H-imidazol-2-yl)carbonyl]piperidin CN1C(=NC=C1)C(=O)N1CCCCC1